C(C)C1=NC=2N(C(=C1)O)N=CC2C2=CC=CC=C2 5-ethyl-3-phenylpyrazolo[1,5-a]pyrimidin-7-ol